N-methyl-2-(4-(2-(quinolin-8-yloxy)acetamido)-1H-pyrazol-1-yl)-N-(2-(p-tolyloxy)ethyl)acetamide CN(C(CN1N=CC(=C1)NC(COC=1C=CC=C2C=CC=NC12)=O)=O)CCOC1=CC=C(C=C1)C